(S)-3-(4-Amino-6-(methylamino)pyrido[3,4-d]pyrimidin-8-yl)-2,4-dimethylphenol NC=1C2=C(N=CN1)C(=NC(=C2)NC)C=2C(=C(C=CC2C)O)C